ClC=1C=C2C=CN=C(C2=C(C1)C)N(C(C1=C(C=C(C=C1)C=1N=NN(C1)C([2H])([2H])[2H])F)=O)[C@H]1CNCCC1 (R)-N-(6-chloro-8-methylisoquinolin-1-yl)-2-fluoro-4-(1-(methyl-d3)-1H-1,2,3-triazol-4-yl)-N-(piperidin-3-yl)benzamide